tert-butyl 8-[[1-[4-[(2,6-dioxo-3-piperidyl)amino]phenyl]-4-piperidyl]methyl]-2,8-diazaspiro[4.5]decane-2-carboxylate O=C1NC(CCC1NC1=CC=C(C=C1)N1CCC(CC1)CN1CCC2(CCN(C2)C(=O)OC(C)(C)C)CC1)=O